1-acetyl-7-(2-(4-(6-fluorobenzothiophen-4-yl)piperazin-1-yl)ethyl)-3,4-dihydroquinolin-2(1H)-one C(C)(=O)N1C(CCC2=CC=C(C=C12)CCN1CCN(CC1)C1=CC(=CC2=C1C=CS2)F)=O